1-propyl-1-methylpyrrolidinium Hydroxide [OH-].C(CC)[N+]1(CCCC1)C